C(CCCCCC)SCCCCCCC Heptyl sulfide